C(C)(C)(C)OC(=O)N1CC(C1)C1=NC(=C(C(=O)OCC)C(=C1)C)C ethyl 6-(1-(tert-butoxycarbonyl) azetidin-3-yl)-2,4-dimethylnicotinate